mercury sulfotelluride S(=O)(=O)(O)[Te]S(=O)(=O)O.[Hg]